4-methylcyclohexane-1,2-dicarboxylic acid dilithium salt [Li+].[Li+].CC1CC(C(CC1)C(=O)[O-])C(=O)[O-]